N-[(15aS,16R)-7-chloro-5,17,17,20-tetrafluoro-1-oxo-2,3,15a,16,17,18-hexahydro-1H,15H-4,8-(azeno)-14,10-(metheno)pyrrolo[1,2-j][1,8,10]oxadiazacycloheptadecin-16-yl]methanesulfonamide ClC1=C2OC=3C=CC=C(C[C@@H]4N(C(NCC(C(=C1)F)=N2)=O)CC([C@@H]4NS(=O)(=O)C)(F)F)C3F